2-(2,5-diazabicyclo[2.2.2]octan-2-yl)-5-methyl-N-(1-(2-(1-methyl-1H-pyrazol-4-yl)quinolin-4-yl)cyclopropyl)isonicotinamide C12N(CC(NC1)CC2)C=2C=C(C(=O)NC1(CC1)C1=CC(=NC3=CC=CC=C13)C=1C=NN(C1)C)C(=CN2)C